methyl-trioctylammonium 3,5-bis(trifluoromethyl)benzenehydroxamate FC(C=1C=C(C=C(C1)C(F)(F)F)C(=O)N[O-])(F)F.C[N+](CCCCCCCC)(CCCCCCCC)CCCCCCCC